S1C(=CC=C1)C1=NC(=NC=C1)NC=1C=C2C=C(NC2=CC1)C(=O)O 5-((4-(thiophen-2-yl)pyrimidin-2-yl)amino)-1H-indole-2-carboxylic acid